copper tris(3,5-dimethylpyrazole) nitrate [N+](=O)([O-])[O-].CC1=NNC(=C1)C.CC1=NNC(=C1)C.CC1=NNC(=C1)C.[Cu+2].[N+](=O)([O-])[O-]